3-chloro-N1,N1-bis[(2,4-dimethoxyphenyl)methyl]-2,7-naphthyridine-1,6-diamine ClC=1N=C(C2=CN=C(C=C2C1)N)N(CC1=C(C=C(C=C1)OC)OC)CC1=C(C=C(C=C1)OC)OC